O=C1NC(CCC1N1C(C2=CC=CC(=C2C1)OCC(=O)N1CCC(CC1)C(=O)OC(C)(C)C)=O)=O tert-butyl 1-(2-((2-(2,6-dioxopiperidin-3-yl)-1-oxoisoindolin-4-yl)oxy)acetyl)piperidine-4-carboxylate